CO[C@H]1C2=CNC=C2CC[C@@H]1C (4R,5S)-4-methoxy-5-methyl-4,5,6,7-tetrahydro-2H-isoindole